FC(CN1N=CC2=C(C=C(C=C12)F)C1=C(C=C2NC(C=3N(C2=C1C)C(=NN3)C)(C)C)OC(F)(F)F)F 8-[1-(2,2-difluoro-ethyl)-6-fluoro-1H-indazol-4-yl]-1,4,4,9-tetramethyl-7-(trifluoromethyloxy)-5H-[1,2,4]triazolo[4,3-a]quinoxaline